2-NONYLBENZIMIDAZOLE C(CCCCCCCC)C=1NC2=C(N1)C=CC=C2